FC(C(F)(F)F)(OC1=CC=C(C=C1)N1N=C(N=C1)C1=CC=C(C=C1)NC([O-])=O)F [4-[1-[4-(1,1,2,2,2-pentafluoroethoxy)phenyl]-1H-1,2,4-triazol-3-yl]phenyl]carbamate